COC(C1=C(C=C(C=C1)N1N=C(C(=C1)C)NC=1C(=C2C=NN(C2=CC1)C1OCCCC1)Cl)OC)=O.CC(C)CCCCCC 2-METHYL-OCTANE methyl-4-[3-[(4-chloro-1-tetrahydropyran-2-yl-indazol-5-yl)amino]-4-methyl-pyrazol-1-yl]-2-methoxy-benzoate